2,2-dihydroxy-1-(p-tolyl)ethan-1-one OC(C(=O)C1=CC=C(C=C1)C)O